CN1CCC(CC1)C=1OC(=NN1)[C@@]12CN(C[C@]2(C1)C(F)(F)F)C1=C2C=CC=NC2=C(C=C1)C 2-(1-methylpiperidin-4-yl)-5-((1S,5R)-5-(trifluoromethyl)-3-(8-methylquinolin-5-yl)-3-azabicyclo[3.1.0]hex-1-yl)-1,3,4-oxadiazole